COC(C1=CC=C(C=C1)N(C)C)=O 4-(dimethylamino)benzoic acid methyl ester